3-fluoro-N,4-dimethoxy-N-methylbenzamide FC=1C=C(C(=O)N(C)OC)C=CC1OC